di-propoxy(3-isopropenylphenyl)silane C(CC)O[SiH](C1=CC(=CC=C1)C(=C)C)OCCC